8-((4-bromo-2-fluorophenyl)amino)-2-(2-hydroxyethoxy)-7-methyl-3,4-dihydro-2,7-naphthyridine-1,6(2H,7H)-dione BrC1=CC(=C(C=C1)NC=1N(C(C=C2CCN(C(C12)=O)OCCO)=O)C)F